6-(1-iso-butoxyethoxy)-1,4,5-trimethylcyclohex-1-ene C(C(C)C)OC(C)OC1C(C(CC=C1C)C)C